COC1=CC(=C(C(=C1)OC)C(=O)/C=C/C2=CC=CC=C2)O The molecule is a member of the class of chalcones that consists of trans-chalcone substituted by hydroxy group at positions 2' and methoxy groups at positions 4' and 6'. Isolated from Piper methysticum and Piper rusbyi, it exhibits antileishmanial, anti-inflammatory and antineoplastic activities. It has a role as a metabolite, an antileishmanial agent, an anti-inflammatory agent, an apoptosis inducer and an antineoplastic agent. It is a member of chalcones, a dimethoxybenzene and a member of phenols. It derives from a trans-chalcone.